COC=1C(=C(C(=CC1)C)C1=C2C(=NC(=C1)C#N)N(N=C2)C)C 4-(3-methoxy-2,6-dimethylphenyl)-1-methyl-pyrazolo[3,4-b]pyridine-6-carbonitrile